OC=1C=C(CNC(=O)C=2OC=C(N2)C2=NC(=NC=C2C)NC2=CC=NN2C)C=CC1 N-(3-hydroxybenzyl)-4-(5-methyl-2-((1-methyl-1H-pyrazol-5-yl)amino)pyrimidin-4-yl)oxazole-2-carboxamide